BrC1=CC(=C(OC2=NC=C(C(=N2)C)Cl)C=C1)F 2-(4-bromo-2-fluorophenoxy)-5-chloro-4-methylpyrimidine